methyl 4-methyl-1-oxo-indane-2-carboxylate CC1=C2CC(C(C2=CC=C1)=O)C(=O)OC